8-bromo-2-(5-fluoro-1,3-dihydro-isoindol-2-yl)-3,6-dimethylquinazolin-4-one BrC=1C=C(C=C2C(N(C(=NC12)N1CC2=CC=C(C=C2C1)F)C)=O)C